FC(C=1C=C(CN2CCN(CC2)C(=O)N2N=C(C=C2)NC(C)=O)C=CC1)(F)F N-(1-(4-(3-(Trifluoromethyl)benzyl)piperazine-1-carbonyl)-1H-pyrazol-3-yl)acetamide